CC1=CC=C(C=C1)S(=O)(=O)[O-].C(C)N(C1=CC=C(C=C1)C(=C[CH+]C=C(C1=CC=C(C=C1)N(CC)CC)C1=CC=C(C=C1)N(CC)CC)C1=CC=C(C=C1)N(CC)CC)CC 1-{2,2-Bis[4-(diethylamino)phenyl]vinyl}-3,3-bis[4-(diethylamino)phenyl]propa-2-ene-1-ylium p-toluenesulfonate